(1S,2R,3S,4R,5S)-4-(2-((4,5-dimethylfuran-2-yl)ethynyl)-6-(methylamino)-9H-purin-9-yl)-2,3-dihydroxy-N-methylbicyclo[3.1.0]hexane-1-carboxamide CC=1C=C(OC1C)C#CC1=NC(=C2N=CN(C2=N1)[C@H]1[C@@H]([C@@H]([C@@]2(C[C@H]12)C(=O)NC)O)O)NC